4-(4-(4-Acryloylpiperazin-1-yl)piperidin-1-yl)-6-(1-(oxetan-3-yl)-1H-pyrazol-4-yl)pyrazolo[1,5-a]pyridine-3-carbonitrile C(C=C)(=O)N1CCN(CC1)C1CCN(CC1)C=1C=2N(C=C(C1)C=1C=NN(C1)C1COC1)N=CC2C#N